CC(C(=O)O)CC1=C(C=2N(C=C1)C(=NN2)C(F)(F)F)C 2-methyl-3-(8-methyl-3-(trifluoromethyl)-[1,2,4]triazolo[4,3-a]pyridine-7-yl)propanoic acid